Methyl 3-chloro-5-fluoro-6-(2,2,7-trifluorobenzo[d][1,3]dioxol-5-yl)picolinate ClC=1C(=NC(=C(C1)F)C1=CC2=C(OC(O2)(F)F)C(=C1)F)C(=O)OC